CC1=NC=C(C(=C1)C1=CC=C(C=C1)NC([C@H](C(C1=CC=CC=C1)C1=CC=CC=C1)NC(OC(C)(C)C)=O)=O)C tert-butyl (S)-(1-((4-(2,5-dimethylpyridin-4-yl)phenyl)amino)-1-oxo-3,3-diphenylpropan-2-yl)carbamate